4-bromo-1-methyl-5-(((tetrahydro-2H-pyran-2-yl)oxy)methyl)-1H-pyrazole BrC=1C=NN(C1COC1OCCCC1)C